1-(4-bromobenzyl)-4-methoxy-1H-pyrrolo[3,2-c]pyridine-7-carboxylic acid BrC1=CC=C(CN2C=CC=3C(=NC=C(C32)C(=O)O)OC)C=C1